tert-Butyl ((1r,4r)-4-((tert-butoxycarbonyl)amino)cyclohexyl)(2-(6-chloro-6'-cyano-3'-(2-(dimethylamino)-2-oxoethoxy)-2',5-difluoro-[1,1'-biphenyl]-3-yl)-2-phenylethyl)carbamate C(C)(C)(C)OC(=O)NC1CCC(CC1)N(C(OC(C)(C)C)=O)CC(C1=CC=CC=C1)C=1C=C(C(=C(C1)F)Cl)C1=C(C(=CC=C1C#N)OCC(=O)N(C)C)F